isopropyl-diphenyl-phosphorus oxide C(C)(C)P(C1=CC=CC=C1)(C1=CC=CC=C1)=O